ethyl 3-amino-6-methyl-5,6,7,8-tetrahydrothieno[2,3-b][1,6]naphthyridine-2-carboxylate NC1=C(SC2=NC=3CCN(CC3C=C21)C)C(=O)OCC